N1=NC(=CC2=C1C1=C(CCC2)C=CC=C1)N1N=C(N=C1N)NC=1C=CC2=C(CC[C@H](CC2)NCC2CCCC2)C1 1-(6,7-dihydro-5H-benzo[6,7]cyclohepta[1,2-c]pyridazin-3-yl)-N3-((7S)-7-((cyclopentylmethyl)amino)-6,7,8,9-tetrahydro-5H-benzo[7]annulene-2-yl)-1H-1,2,4-triazole-3,5-diamine